COC(=O)C1=C(NC(=C(C1C1=C(CCC=C1)Cl)C(NC12C[C@]3(C[C@](CC(C1)C3)(C2)C)C)=O)C)COCCN methyl-2-((2-aminoethoxy) methyl)-4-(2-chlorocyclohexa-1,5-dien-1-yl)-5-(((1r,3R,5S,7r)-3,5-dimethyladamantan-1-yl) carbamoyl)-6-methyl-1,4-dihydropyridine-3-carboxylate